BrC1=NN(C=N1)C1=CC(=C(N)C=C1)Cl 4-(3-bromo-1H-1,2,4-triazol-1-yl)-2-chloroaniline